1-(3-benzylpyrrolidin-1-yl)-3-(5-isopropyl-3-methyl-1-(3-methyl-[1,2,4]triazolo[4,3-b]pyridazin-6-yl)-1H-pyrazol-4-yl)propan-1-one 2-(Trimethyl-ammonio)ethylmethacrylate C[N+](CCOC(C(=C)C)=O)(C)C.C(C1=CC=CC=C1)C1CN(CC1)C(CCC=1C(=NN(C1C(C)C)C=1C=CC=2N(N1)C(=NN2)C)C)=O